(2-methoxy)ethylpropylamide COCC[N-]CCC